5-(1-(2,2-difluoroethyl)-1H-benzo[d][1,2,3]triazol-6-yl)-N-((3S,4R)-4-fluoro-1-(3-methyloxetan-3-yl)pyrrolidin-3-yl)-4-methoxypyrrolo[2,1-f][1,2,4]triazin-2-amine FC(CN1N=NC2=C1C=C(C=C2)C=2C=CN1N=C(N=C(C12)OC)N[C@H]1CN(C[C@H]1F)C1(COC1)C)F